6-cyclopropoxy-N-(1-((1S,2R)-2-fluorocyclopropyl)-2-oxo-1,2-dihydropyridin-3-yl)-2-(1-methyl-2-oxabicyclo[2.1.1]hexan-4-yl)-2H-pyrazolo[3,4-b]pyridine-5-carboxamide C1(CC1)OC=1C(=CC=2C(N1)=NN(C2)C21COC(C2)(C1)C)C(=O)NC=1C(N(C=CC1)[C@@H]1[C@@H](C1)F)=O